C1(=CC=CC=C1)CCOCC(CO)O 3-phenylethyloxy-propan-1,2-diol